2-methyl-picolinic acid CC1(NC=CC=C1)C(=O)O